CC1=NC2=CC=CC=C2C1(C)C 2,3,3-trimethyl-3H-indole